2-(5-(((7-(3,3-difluoropiperidin-1-yl)-5-ethyl-5H-pyrrolo[3,2-d]pyrimidin-2-yl)thio)methyl)-2-fluorophenyl)acetic acid FC1(CN(CCC1)C1=CN(C2=C1N=C(N=C2)SCC=2C=CC(=C(C2)CC(=O)O)F)CC)F